(S)-5-hydroxy-N-(6-methyl-5-(7-(methylamino)-1,6-naphthyridin-3-yl)pyridin-3-yl)-5,6,7,8-tetrahydronaphthyridin-1-carboxamide O[C@@H]1C=2C=CCN(C2NCC1)C(=O)NC=1C=NC(=C(C1)C=1C=NC2=CC(=NC=C2C1)NC)C